BrC=1N(C=2CCC([C@H](C2C1C(F)(F)F)O)(F)F)C1=CC(=CC(=C1)F)F (S)-2-bromo-1-(3,5-difluorophenyl)-5,5-difluoro-3-(trifluoromethyl)-4,5,6,7-tetrahydro-1H-indol-4-ol